CN1C=NC(=C1)NC(CCNC(=O)C=1N(C=C(C1)NC(=O)C=1N(C=CN1)C)C)=O 1-methyl-4-(3-{[1-methyl-4-(1-methylimidazole-2-amido)pyrrol-2-yl]formamido}propanamido)imidazole